COC(NCC1=NC(=CC2=C1CN(C2=O)C2=NC(=CC=C2)C2=NN=CN2C2=CC=NN2C)N2[C@@H](CCC2)C)=O (R)-methyl((2-(6-(4-(1-methyl-1H-pyrazol-5-yl)-4H-1,2,4-triazol-3-yl)pyridin-2-yl)-6-(2-methylpyrrolidin-1-yl)-1-oxo-2,3-dihydro-1H-pyrrolo[3,4-c]pyridin-4-yl)methyl)carbamate